CC1=CC=[N+](C=C1)[O-] 4-picoline-N-oxide